2-[2-[(2S)-2-[4-[5-[tert-butyl(dimethyl)silyl]oxy-1-tetrahydropyran-2-yl-indazol-3-yl]pyrazol-1-yl]propoxy]ethoxy]ethanol [Si](C)(C)(C(C)(C)C)OC=1C=C2C(=NN(C2=CC1)C1OCCCC1)C=1C=NN(C1)[C@H](COCCOCCO)C